(1-(4-amino-5-bromo-6-(diethoxymethyl)-7H-pyrrolo[2,3-d]pyrimidin-7-yl)propan-2-yl)carbamic acid tert-butyl ester C(C)(C)(C)OC(NC(CN1C(=C(C2=C1N=CN=C2N)Br)C(OCC)OCC)C)=O